BrC1=NNC2=NC(=NC(=C21)C#N)N2CCC(CC2)(C2=C(C=CC=C2)F)NC([O-])=O (1-(3-Bromo-4-cyano-1H-pyrazolo[3,4-d]pyrimidin-6-yl)-4-(2-fluorophenyl)piperidin-4-yl)carbamate